CN(CC(COC1=C(C=CC=C1)CCC1=CC(=CC=C1)OC)OC(CCC(=O)O)=O)C 4-[1-dimethylamino-3-[2-[2-(3-methoxyphenyl)ethyl]phenoxy]propan-2-yl]oxy-4-oxobutanoic acid